C(=O)O.O1CC=NC2=C1C=C(C=C2)C#N 1,4-benzoxazine-7-carbonitrile, formic acid salt